[N+](=O)([O-])C=1C=C(C(=O)N)C=CC1S(=O)(=O)C1=C(C(=CC=C1)CC1CCOCC1)N 3-nitro-4-(((tetrahydro-2H-pyran-4-yl)methyl-aminophenyl)sulfonyl)benzamide